tert-butyl 2-((1-(4-(benzyloxy)-6-methyl-2-(pyridin-4-yl)quinazolin-8-yl)ethyl)amino)benzoate C(C1=CC=CC=C1)OC1=NC(=NC2=C(C=C(C=C12)C)C(C)NC1=C(C(=O)OC(C)(C)C)C=CC=C1)C1=CC=NC=C1